P(=O)(O)(OCC(CCCC)CC)OCC(CCCC)CC hydrogen Bis(2-ethylhexyl) phosphate